Methoxy-2-nitro-4-((4-(trifluoromethyl)cyclohexyl)oxy)-benzene COC1=C(C=C(C=C1)OC1CCC(CC1)C(F)(F)F)[N+](=O)[O-]